N-((4-Fluorophenyl)(2-oxooxazolidin-3-yl)((methylsulfonyl)imino)-λ6-sulfaneylidene)-4-nitrobenzenesulfonamide FC1=CC=C(C=C1)S(=NS(=O)(=O)C1=CC=C(C=C1)[N+](=O)[O-])(=NS(=O)(=O)C)N1C(OCC1)=O